[(1R,3S)-3-[1-tert-butyl-5-[[2-(2-piperazin-1-ylethyl)pyrazole-3-carbonyl]amino]pyrazol-3-yl]cyclopentyl]N-isopropylcarbamate C(C)(C)(C)N1N=C(C=C1NC(=O)C=1N(N=CC1)CCN1CCNCC1)[C@@H]1C[C@@H](CC1)OC(NC(C)C)=O